rac-4-{[3-(4-{[(3R,4S)-1-ethyl-3-fluoropiperidin-4-yl]amino}-1-(2,2,2-trifluoroethyl)-1H-indol-2-yl)prop-2-yn-1-yl]amino}-3-methoxybenzoic acid C(C)N1C[C@H]([C@H](CC1)NC1=C2C=C(N(C2=CC=C1)CC(F)(F)F)C#CCNC1=C(C=C(C(=O)O)C=C1)OC)F |r|